N-(5-((5-bromo-2-chloropyrimidin-4-yl)amino)benzo[d][1,3]dioxol-4-yl)-N-methylmethanesulfonamide BrC=1C(=NC(=NC1)Cl)NC1=C(C2=C(OCO2)C=C1)N(S(=O)(=O)C)C